3-chloro-N-(4-(methylsulfinyl)benzyl)-1-(3-(trimethylsilyl)prop-2-yn-1-yl)-1H-pyrazolo[3,4-b]pyridine-4-amine ClC1=NN(C=2N=CC=C(C21)NCC2=CC=C(C=C2)S(=O)C)CC#C[Si](C)(C)C